C=CC1=CC=C(C=C1)S(=O)(=O)O p-styrenesulfonic acid